COC(C(C)(O)C)O methoxy-2-methyl-1,2-propanediol